N1C=NC2=C1C=CC(=C2)N2C(NCC2C2=CC=C(C=C2)C2=NOC(=C2)C2CC2)=O 1-(1H-Benzimidazol-5-yl)-5-[4-(5-cyclopropyl-1,2-oxazol-3-yl)phenyl]imidazolidin-2-one